C(C)OC(CN(S(=O)(=O)C=1SC(=CC1)C1=NC=CC=C1)C1C(N(CCC1)C1=C(C=C(C=C1)C1=C(C=CC=C1)OC)F)=O)=O Ethyl-N-(1-(3-fluoro-2'-methoxy-[1,1'-biphenyl]-4-yl)-2-oxopiperidin-3-yl)-N-((5-(pyridin-2-yl)-thiophen-2-yl)-sulfonyl)-glycinat